C[C@@H]1N(C[C@H](N(C1)C(C)C=1C=C2N=CC=NC2=CC1)C)C=1C=2C(N(C(C1)=O)C)=CNN2 7-((2S,5R)-2,5-dimethyl-4-(1-(quinoxalin-6-yl)ethyl)piperazin-1-yl)-4-methyl-2,4-dihydro-5H-pyrazolo[4,3-b]Pyridin-5-one